methyl 2-[(5-bromo-1H-indol-3-yl)amino]-1H-benzo[d]imidazole-4-carboxylate BrC=1C=C2C(=CNC2=CC1)NC1=NC2=C(N1)C=CC=C2C(=O)OC